N-hydroxy-2-(4-hydroxy-5-phenyl-4-(trifluoromethyl)-4H-imidazol-2-yl)isoindoline-4-carboxamide ONC(=O)C=1C=2CN(CC2C=CC1)C=1N=C(C(N1)(C(F)(F)F)O)C1=CC=CC=C1